BrC=1N=C(N(C1C=O)C[C@H]1OCC1)C (S)-4-bromo-2-methyl-1-(oxetan-2-ylmethyl)-1H-imidazole-5-carbaldehyde